FC(OC1=CC(=C(C#N)C=C1)F)F 4-(difluoromethoxy)-2-fluorobenzonitrile